N3-[4-(benzyloxy)phenyl]-5-(5-cyano-2-[3-(morpholinomethyl)-3,4-dihydro-2(1H)-isoquinolinyl]carbonylphenyl)-1,2-dimethyl-1H-pyrrole-3-carboxamide C(C1=CC=CC=C1)OC1=CC=C(C=C1)NC(=O)C1=C(N(C(=C1)C1=C(C=CC(=C1)C#N)C(=O)N1CC2=CC=CC=C2CC1CN1CCOCC1)C)C